ClC=1C(=C(C=CC1)C(C(F)F)=O)F 1-(3-chloro-2-fluorophenyl)-2,2-difluoro-ethanone